2-((4-(4-Methylpiperazin-1-yl)phenyl)amino)-8,9-dihydroimidazo[1,2-a]pyrimido[5,4-e]pyrimidin-5(6H)-one CN1CCN(CC1)C1=CC=C(C=C1)NC=1N=CC=2C(NC=3N(C2N1)CCN3)=O